C(C1=CC=CC=C1)OC1=CC(=C(C(=C1)C)C(=O)O)OC 5-(benzyloxy)-3-methoxy-2-toluic acid